Methylolpropane tristhiopropionate C(CC)(=S)O.C(CC)(=S)O.C(CC)(=S)O.C(O)CCC